octa-chloro-tri-silane Cl[Si]([Si]([Si](Cl)(Cl)Cl)(Cl)Cl)(Cl)Cl